N-(1-Amino-3-(methylsulfonyl)-1-oxopropan-2-yl)-2-methyl-5-((2-methylthiazol-5-yl)methoxy)benzofuran-3-carboxamide NC(C(CS(=O)(=O)C)NC(=O)C1=C(OC2=C1C=C(C=C2)OCC2=CN=C(S2)C)C)=O